α,α,α',α'-tetramethyl-5-(1H-1,2,4-triazol-1-ylmethyl)-1,3-benzenediacetonitrile CC(C#N)(C1=CC(=CC(=C1)CN1N=CN=C1)C(C#N)(C)C)C